CCCCCCCCCC(CCCCC)=O Pentadecan-10-one